1-(2-(2-((5-Chlorothien-2-yl)methyl)-4-methylphenoxy)ethyl)-4-methylpiperazine ClC1=CC=C(S1)CC1=C(OCCN2CCN(CC2)C)C=CC(=C1)C